FC1=C(CNC(OC(C)(C)C)=O)C=CC(=C1)C=1C=2N(C=C(N1)N1CCN(CC1)C)N=CC2 tert-Butyl (2-fluoro-4-(6-(4-methylpiperazin-1-yl)pyrazolo[1,5-a]pyrazin-4-yl)benzyl)carbamate